N1=NC=NC=C1C(=O)N [1,2,4]triazine-6-carboxamide